FC1(CC(CCC1)C(=O)N[C@@H](C(=O)N[C@H](CC1=CC=CC=C1)[C@@H](C(NCC=1SC=CN1)=O)O)COC)F 3,3-difluoro-N-((R)-1-(((2R,3S)-3-hydroxyl-4-oxo-1-phenyl-4-((thiazole-2-ylmethyl)amino)butan-2-yl)amino)-3-methoxy-1-oxopropan-2-yl)cyclohexane-1-formamide